N-(2-((2,5-dichloropyrimidin-4-yl)amino)phenyl)-4-methylbenzenesulfonamide ClC1=NC=C(C(=N1)NC1=C(C=CC=C1)NS(=O)(=O)C1=CC=C(C=C1)C)Cl